6-(3,4-dimethylphenyl)-1-(1,1-dioxido-2,3-dihydrothiophen-3-yl)-1,2-dihydro-3H-indazol-3-one CC=1C=C(C=CC1C)C1=CC=C2C(NN(C2=C1)C1CS(C=C1)(=O)=O)=O